ClC1=C2C=NN(C2=C(C=C1)C(=O)NC1CC2(CCC2)C1)CC1=CC=C(C=C1)C(C)C (Ra)-6-(4-chloro-1-(4-isopropylbenzyl)-1H-indazole-7-carboxamido)spiro[3.3]heptane